2-[4-fluoro-6-[2-(methylamino)pyrimidin-5-yl]Pyridin-3-yl]-1,3-benzothiazol-6-amine FC1=C(C=NC(=C1)C=1C=NC(=NC1)NC)C=1SC2=C(N1)C=CC(=C2)N